FC=1C=C(OC2=C(C3=C(CN(S3)CC3=CC=C(C=C3)OC)C=C2)C)C=C(C1)F 6-(3,5-difluorophenoxy)-2-(4-methoxybenzyl)-7-methylbenzo[d]isothiazol